CC1(NC(COC1)C1=C(C=CC=C1)C)C 3,3-dimethyl-5-(o-tolyl)morpholine